(4S)-5,5-difluoro-3-methanesulfonyl-1-(2-methylpropoxy)-4H,5H,6H-cyclopenta[c]thiophen-4-ol FC1([C@H](C=2C(=C(SC2S(=O)(=O)C)OCC(C)C)C1)O)F